IC1=CC(=C(C=C1)C(=O)N1CCN(CC1)C=1OC=2C(=NC(=CC2)C)N1)C (4-iodo-2-methylphenyl)(4-(5-methyloxazolo[4,5-b]pyridin-2-yl)piperazin-1-yl)methanone